4-(azepan-1-yl)-2-(6-propylpyridin-2-yl)-5,6,7,8-tetrahydroquinazoline N1(CCCCCC1)C1=NC(=NC=2CCCCC12)C1=NC(=CC=C1)CCC